FC=1C=C(CN2C(=NC3=NC=C(C=C32)N3C=CC=2N=CN=C(C23)OC)C)C=CC1F 1-(3,4-difluorobenzyl)-6-(4-methoxy-5H-pyrrolo[3,2-d]pyrimidin-5-yl)-2-methyl-1H-imidazo[4,5-b]pyridine